4-((R)-3-hydroxy-3-methylpiperidin-1-yl)quinazolin-6-ol O[C@]1(CN(CCC1)C1=NC=NC2=CC=C(C=C12)O)C